quinazolinyl-buteneamide N1=C(N=CC2=CC=CC=C12)C(C(=O)N)=CC